trans-2,3-dimethylcyclopropylcarboxylic acid benzyl ester C(C1=CC=CC=C1)OC(=O)C1C(C1C)C